N1C(=NC=C1)CN(CC1=CC=C(C=C1)CNCC1=NC=CC=C1)CC1=NC=CC=C1 N-[1H-imidazol-2-ylmethyl]-N,N'-bis(2-pyridinylmethyl)-1,4-benzenedimethanamine